C(C=C)(=O)N1C[C@@H](CC1)C1=CN(C=2C(=NNC(C21)=O)N)C2=CC=C(C=C2)OC2=CC(=CC(=C2)F)F (S)-3-(1-Acryloylpyrrolidin-3-yl)-7-amino-1-(4-(3,5-difluorophenoxy)phenyl)-1,5-dihydro-4H-pyrrolo[2,3-d]pyridazin-4-on